methoxy-4-morpholinyl-[1,1'-biphenyl] COC1=C(C=CC(=C1)N1CCOCC1)C1=CC=CC=C1